1,1'-[1,4-Phenylenebis-(methylene)]bis[1,4,8,11-tetraazacyclotetradecane] C1(=CC=C(C=C1)CN1CCNCCCNCCNCCC1)CN1CCNCCCNCCNCCC1